2-[4-[3-(2-Chloro-4-ethylphenyl)-3-oxoprop-1-enyl]phenoxy]acetic acid ClC1=C(C=CC(=C1)CC)C(C=CC1=CC=C(OCC(=O)O)C=C1)=O